copper-iron-manganese-oxide [O-2].[Mn+2].[Fe+2].[Cu+2].[O-2].[O-2]